C(C=C)(=O)OCCC[Si](OCCC)(OCCC)OCCC gamma-acryloyloxypropyltri-n-propoxysilane